O[C@@H]1C[C@H](C1)NC1=CC(=NC=N1)NC=1SC2=C(N1)C1(NC2=O)CCCCC1 Trans-2'-((6-(((1r,3r)-3-hydroxycyclobutyl)amino)pyrimidin-4-yl)amino)spiro[cyclohexane-1,4'-pyrrolo[3,4-d]thiazol]-6'(5'H)-one